CC1=NN=C(O1)C(=O)N[C@@H]1CCC2=CC(=CC=C12)C1=NC(=NO1)C (R)-5-methyl-N-(5-(3-methyl-1,2,4-oxadiazol-5-yl)-2,3-dihydro-1H-inden-1-yl)-1,3,4-oxadiazole-2-carboxamide